1-(5-methoxy-1-methylindolin-6-yl)dihydropyrimidine-2,4(1H,3H)-dione COC=1C=C2CCN(C2=CC1N1C(NC(CC1)=O)=O)C